(7R,8S)-7-((R)-5H-Imidazo[5,1-a]isoindol-5-yl)-5,6,7,8-tetrahydrochinolin-8-ol C=1N=CN2C1C1=CC=CC=C1[C@H]2[C@H]2CCC=1C=CC=NC1[C@H]2O